C1=C(OC(=C1)[N+](=O)[O-])C=O 5-Nitro-2-furfural